OCC1(O)[C@@H](O)[C@@H](O)[C@H](O1)CO D-Tagatofuranose